6-(4-fluorophenyl)-3-methyl-1-p-toluenesulfonyl-2,3,4,7-tetrahydro-1H-azepin-3-ol FC1=CC=C(C=C1)C1=CCC(CN(C1)S(=O)(=O)C1=CC=C(C)C=C1)(O)C